C(C)(=O)N1CCN(CC1)C=1C=C(C(=O)N[C@H](C)C2=CC=CC3=CC=CC=C23)C=CC1 3-(4-Acetylpiperazin-1-yl)-N-[(1R)-1-(1-naphthyl)ethyl]benzamide